COC(CCCCCCCC(SCCCCCCCC)SCCCCCCCC)=O.ClC1=C(C=C(OCC(=O)NC23CC(C2)(C3)NS(=O)(=O)CC3=CC=C(C=C3)Cl)C=C1)F 2-(4-chloro-3-fluorophenoxy)-N-(3-{[(4-chlorophenyl)methanesulfonyl]amino}bicyclo[1.1.1]pentan-1-yl)acetamide Methyl-9,9-bis(octylthio)nonanoate